C(C(=C)C)(=O)OC(CC[SiH](Cl)C)OC(C(=C)C)=O bismethacryloyloxypropylmethyl-chlorosilane